4-((6-bromo-8-cyclopentyl-5-methyl-7-oxo-7,8-dihydropyrido[2,3-d]pyrimidin-2-yl)amino)piperidine-1-carboxylate BrC1=C(C2=C(N=C(N=C2)NC2CCN(CC2)C(=O)[O-])N(C1=O)C1CCCC1)C